1-benzyl-5-(2,4-difluorophenoxy)-N-(2-(dimethylamino)ethyl)-1H-indazole-6-carboxamide C(C1=CC=CC=C1)N1N=CC2=CC(=C(C=C12)C(=O)NCCN(C)C)OC1=C(C=C(C=C1)F)F